(1R,2S)-1-(2-chlorophenyl)-N2-(cyclopropylethyl)-N1-methylcyclohexane-1,2-diamine ClC1=C(C=CC=C1)[C@]1([C@H](CCCC1)NCCC1CC1)NC